(S)-3-(2-amino-3-(benzyloxy)propoxy)propanoic acid N[C@@H](COCCC(=O)O)COCC1=CC=CC=C1